CC1NSC2=C1C=CC=C2 3-methyl-2,3-dihydrobenzo[d]isothiazole